C1=CC=CC=2C3=CC=CC=C3C(C12)COC(=O)N[C@H](C(=O)O)CCCN/C(=N/CCC1=CC=CC=C1)/NS(=O)(=O)C=1C(=C(C2=C(CC(O2)(C)C)C1C)C)C (2S)-2-({[(9H-fluoren-9-yl)methoxy]carbonyl}amino)-5-[(Z)-N'-[(2,2,4,6,7-pentamethyl-2,3-dihydro-1-benzofuran-5-yl)sulfonyl]-N''-(2-phenylethyl)carbamimidamido]pentanoic acid